Tris(4,6-dimethyl-3-sulfonatophenyl)phosphine trisodium salt hydrate O.[Na+].[Na+].[Na+].CC1=C(C=C(C(=C1)C)P(C1=CC(=C(C=C1C)C)S(=O)(=O)[O-])C1=CC(=C(C=C1C)C)S(=O)(=O)[O-])S(=O)(=O)[O-]